N1(CCCC1)/C=C/C1=NC=CC=N1 2-[(E)-2-pyrrolidin-1-ylvinyl]pyrimidine